tert-butyl (1'-(4-(1-cyclopropoxy-2-hydroxy-1-phenylethyl)-6-(4-methoxy-1-methyl-6-oxo-1,6-dihydropyrimidin-3-yl)quinazolin-2-yl)-4-methyl-[1,4'-bipiperidin]-4-yl)carbamate C1(CC1)OC(CO)(C1=CC=CC=C1)C1=NC(=NC2=CC=C(C=C12)N1CN(C(C=C1OC)=O)C)N1CCC(CC1)N1CCC(CC1)(C)NC(OC(C)(C)C)=O